COC1=CC=C(C=C1)S(=O)(=NCC1=CC(=CC=C1)C1=NOC(=N1)C(F)(F)F)C (4-methoxyphenyl)(methyl)((3-(5-(trifluoromethyl)-1,2,4-oxadiazol-3-yl)benzyl)imino)-λ6-sulfanone